FC=1C=C(COC2=CC=C(C=N2)CC2=NOC(=C2)C=2C(=NC=CC2)N)C=CC1 3-(3-((6-((3-fluorobenzyl)oxy)pyridin-3-yl)methyl)isoxazol-5-yl)pyridin-2-amine